BrC=1C=C(C=C(C1)OC1=CC=C(C=C1)Cl)NC(=O)C1=CC2=C(S1)C=CC(=C2)C(C)(C)S(=O)(=O)C N-(3-Bromo-5-(4-chlorophenoxy)phenyl)-5-(2-(methylsulfonyl)propan-2-yl)benzo[b]thiophen-2-carboxamid